(1r,4r)-4-(2-((tert-butyldiphenylsilyl)oxy)ethyl)cyclohexan-1-ol [Si](C1=CC=CC=C1)(C1=CC=CC=C1)(C(C)(C)C)OCCC1CCC(CC1)O